(S)- or (R)-propylene oxide C1[C@H](C)O1 |o1:1|